BrC1=CC=C2C=CN(C2=C1OC)COCC[Si](C)(C)C 6-bromo-7-methoxy-1-((2-(trimethylsilyl)ethoxy)methyl)-1H-indole